N1(N=CN=C1)C[C@H](C)OC1=C(C#N)C=CC(=C1)C=1C=NC(=NC1)NC=1C(=NN(C1)C1CCC(CC1)N1CCOCC1)OCC=1SC=CN1 2-(((S)-1-(1H-1,2,4-triazol-1-yl)propan-2-yl)oxy)-4-(2-((1-((1r,4r)-4-morpholinocyclohexyl)-3-(thiazol-2-ylmethoxy)-1H-pyrazol-4-yl)amino)pyrimidin-5-yl)benzonitrile